Tert-butyl 3-((6-methyl-5-(pyrimidin-2-yl)pyridin-2-yl)amino)pyrrolidine-1-carboxylate CC1=C(C=CC(=N1)NC1CN(CC1)C(=O)OC(C)(C)C)C1=NC=CC=N1